NC1=CC=C(C=C1)NC1=NC=C(C(=N1)NC1=CC=C(C(=O)NC2=C(C=CC=C2)Cl)C=C1)F 4-((2-((4-aminophenyl)amino)-5-fluoropyrimidin-4-yl)amino)-N-(2-chlorophenyl)benzamide